OC=1C=C(C(=O)NC(C(=O)N\N=C\C2(C(N3C(CC3S2(=O)=O)=O)C(=O)O)C)C(C)C)C=CC1O 3-((e)-(2-(2-(3,4-dihydroxybenzamido)-3-methylbutanoyl)hydrazono)methyl)-3-methyl-7-oxo-4-thia-1-azabicyclo[3.2.0]heptane-2-carboxylic acid 4,4-dioxide